2-[6-(8-azabicyclo[3.2.1]oct-3-yloxy)pyridazin-3-yl]-5-(1H-pyrazol-4-yl)phenol hydrochloride Cl.C12CC(CC(CC1)N2)OC2=CC=C(N=N2)C2=C(C=C(C=C2)C=2C=NNC2)O